(S)-N-(1-(4-((4-cyclopropyl-1,5-naphthyridin-3-yl)amino)phenyl)-2,2,2-trifluoroethyl)-4-((1,3-dioxoisoindolin-2-yl)methyl)-N-methylcyclohexane-1-carboxamide C1(CC1)C1=C(C=NC2=CC=CN=C12)NC1=CC=C(C=C1)[C@@H](C(F)(F)F)N(C(=O)C1CCC(CC1)CN1C(C2=CC=CC=C2C1=O)=O)C